FC(S(=O)(=O)OC1=C2C=C(C(N(C2=CC(=C1)N1C[C@@H](CC1)OCC1=CC=CC=C1)C)=O)C)(F)F (R)-7-(3-(benzyloxy)pyrrolidin-1-yl)-1,3-dimethyl-2-oxo-1,2-dihydroquinolin-5-yl trifluoromethanesulfonate